C12CN(CC(N1)C2)C(=O)OC(C)(C)C tertbutyl 3,6-diazabicyclo[3.1.1]heptane-3-carboxylate